FC1=CC=C(C=C1)N1C=C(N=C(C1=O)N1CCN(CC1)S(=O)(=O)C)CCC=O 3-(4-(4-fluorophenyl)-6-(4-(methylsulfonyl)piperazin-1-yl)-5-oxo-4,5-dihydropyrazin-2-yl)propanal